FC1=C(C=2C=NN(C2C=C1OC)CO)C#N 5-fluoro-1-(hydroxymethyl)-6-methoxy-1H-indazole-4-carbonitrile